9,9-bis(3,3,4,4,5,5,6,6,7,7,8,8,8-tridecafluorooctyl)-9H-fluorene FC(CCC1(C2=CC=CC=C2C=2C=CC=CC12)CCC(C(C(C(C(C(F)(F)F)(F)F)(F)F)(F)F)(F)F)(F)F)(C(C(C(C(C(F)(F)F)(F)F)(F)F)(F)F)(F)F)F